(S)-(4-(methylthio)phenyl)(pyridin-2-yl)methanol CSC1=CC=C(C=C1)[C@H](O)C1=NC=CC=C1